N1(C=NC=C1)C=1C=C(CN(C2=NC=C(C=C2)OCCOCCOC2=CC(=CC=C2)OC)CC2=CC(=CC=C2)OC)C=CC1 N-(3-(1H-imidazol-1-yl)benzyl)-N-(3-methoxybenzyl)-5-(2-(2-(3-methoxyphenoxy)ethoxy)ethoxy)pyridin-2-amine